NC1=NC=2C=CC(=CC2C2=C1C=NN2C2CC2)C(=O)N(C2COCC1=NC(=CC=C12)C(F)(F)F)C 4-amino-1-cyclopropyl-N-methyl-N-(2-(trifluoromethyl)-5,8-dihydro-6H-pyrano[3,4-b]pyridin-5-yl)-1H-pyrazolo[4,3-c]quinoline-8-carboxamide